bis{{(2-nitrobenzyl)oxy}carbonyl}diaminodiphenylmethane [N+](=O)([O-])C1=C(COC(=O)C=2C(=C(C=CC2)C(C2=CC=CC=C2)(N)N)C(=O)OCC2=C(C=CC=C2)[N+](=O)[O-])C=CC=C1